N2-Isopropyl-4-methyl-N5-((R)-2-(((S)-11-oxo-2,3,10,11-tetrahydro-1H,5H-benzo[d]pyrazolo[1,2-a][1,2]diazepin-10-yl)carbamoyl)butyl)thiazole-2,5-dicarboxamide C(C)(C)NC(=O)C=1SC(=C(N1)C)C(=O)NC[C@@H](CC)C(N[C@H]1C2=C(CN3N(C1=O)CCC3)C=CC=C2)=O